5-Bromo-2-(3-(4-methylpiperazin-1-yl)propoxy)pyridin-3-amine BrC=1C=C(C(=NC1)OCCCN1CCN(CC1)C)N